CC1=C(C=CC(=C1)NC=1C2=C(N=C(N1)N1CCOCC1)C(N(C2)C(C)C)=O)C2=CC=CC=C2 4-[(2-methyl[1,1'-biphenyl]-4-yl)amino]-2-(morpholin-4-yl)-6-(propan-2-yl)-5,6-dihydro-7H-pyrrolo[3,4-d]pyrimidin-7-one